CC1N(C2=CC=CC=C2C1)S(=O)(=O)C=1C=C(C(=O)NC2=CC=C(C=C2)OC2=CC=CC=C2)C=CC1 3-((2-methylindolin-1-yl)sulfonyl)-N-(4-phenoxyphenyl)benzamide